C1(=CC=CC=C1)/C(=C/CO)/C (E)-3-phenylbut-2-en-1-ol